C1(C(C=CC=C1)C)(C)C(=O)N xyleneamide